2-methyl-5-(piperidin-1-yl)-2H-indazol CN1N=C2C=CC(=CC2=C1)N1CCCCC1